8-methyl-3-(3-oxo-3-(4-(pyridin-3-yl)piperazin-1-yl)propyl)-3,5-dihydro-4H-pyrimido[5,4-b]indol-4-one formate C(=O)O.CC1=CC=2C3=C(NC2C=C1)C(N(C=N3)CCC(N3CCN(CC3)C=3C=NC=CC3)=O)=O